(1,3-propylene) terephthalate C1(C2=CC=C(C(=O)OCCCO1)C=C2)=O